TrifluoroAcetic Anhydride FC(C(=O)OC(C(F)(F)F)=O)(F)F